S-[2-(6-bromo-2-nitrophenyl)ethyl] ethanethioate C(C)(SCCC1=C(C=CC=C1Br)[N+](=O)[O-])=O